C(C)(C)(C)OC(=O)N1[C@H](CCC1)COC1=CC=C(C=C1)C(C)(C)C1=CC=C(C=C1)OCC1=NC(=NC=C1)C(=C)OCC (R)-2-((4-(2-(4-((2-(1-ethoxyvinyl)pyrimidin-4-yl)methoxy)phenyl)propane-2-yl)phenoxy)methyl)pyrrolidine-1-carboxylic acid tert-butyl ester